2-(((tert-Butyldimethylsilyl)oxy)methyl)piperidin-3-ol [Si](C)(C)(C(C)(C)C)OCC1NCCCC1O